N-(5-((1-(3-cyanopropyl)-1H-benzo[d]imidazol-5-yl)ethynyl)-8-(methylamino)-2,7-naphthyridin-3-yl)cyclopropanecarboxamide C(#N)CCCN1C=NC2=C1C=CC(=C2)C#CC2=C1C=C(N=CC1=C(N=C2)NC)NC(=O)C2CC2